C(C)(C)(C)OC(=O)N1CC2(CC1)C(NC1=C(O2)C=CC=N1)=O.C1NCC12CC(C2)CC(=O)NC2=CC(=CC=C2)C(F)(F)F 2-(2-azaspiro[3.3]heptan-6-yl)-N-[3-(trifluoromethyl)phenyl]acetamide tert-butyl-3-oxo-3,4-dihydrospiro[pyrido[3,2-b][1,4]oxazine-2,3'-pyrrolidine]-1'-carboxylate